NC1=C2N=CN(C2=NC(=N1)F)[C@H]1C[C@@H]([C@@](O1)(C#C)CO[Si](C)(C)C(C)(C)C)O (2R,3S,5R)-5-(6-amino-2-fluoro-9H-purin-9-yl)-2-(((tert-butyldimethylsilyl)oxy)methyl)-2-ethynyl-tetrahydrofuran-3-ol